4-di-tert-butylphosphono-N,N-dimethyl-aniline C(C)(C)(C)OP(=O)(OC(C)(C)C)C1=CC=C(N(C)C)C=C1